hexamethoxydisilazane CO[Si](N[Si](OC)(OC)OC)(OC)OC